5-{3-[(tert-butyldiphenylsilyl)oxy]-2,2-dimethylpropoxy}-N-[5-(5-acetamidopyrazol-1-yl)-1,3,4-thiadiazol-2-yl]-4-(3-methoxypyridin-2-yl)-6-oxopyran-2-carboxamide [Si](C1=CC=CC=C1)(C1=CC=CC=C1)(C(C)(C)C)OCC(COC1=C(C=C(OC1=O)C(=O)NC=1SC(=NN1)N1N=CC=C1NC(C)=O)C1=NC=CC=C1OC)(C)C